OC1=C(C=CC(=C1)CCCCCCCC)N1N=C2C(=N1)C=CC=C2 2-(2'-hydroxy-4'-octylphenyl)benzotriazole